C(#N)C=1C=C(C=C(C1)C#N)[C@@H](C(=O)NC1=NN(C(=C1)C(F)(F)F)C)[C@@H]1CC(CC1)(F)F (S)-2-(3,5-Dicyanophenyl)-2-((S)-3,3-difluorocyclopentyl)-N-(1-methyl-5-(trifluoromethyl)-1H-pyrazol-3-yl)acetamide